C(C)C(C(N)(CC)CC)(CCC)CC tetraethyl-pentylamine